OC[C@@H](C)NC(=O)C=1C=NC2=C(C=C(C=C2C1)OC)C1=CC=C(C=C1)OCC(F)(F)F (R)-N-(1-hydroxypropan-2-yl)-6-methoxy-8-(4-(2,2,2-trifluoroethoxy)phenyl)quinoline-3-carboxamide